FC1=C(C=C(CC2CCC3(CN(C3)C(=O)C3CC(C3)(C)O)CC2)C=C1)C (7-(4-Fluoro-3-methylbenzyl)-2-azaspiro[3.5]nonan-2-yl)((1s,3s)-3-hydroxy-3-methylcyclobutyl)methanone